CN1C(C=C(C2=CC=CN=C12)N1C[C@@]2(C[C@@]2(C1)C(F)(F)F)C=1OC(=NN1)C1CCN(CC1)C)=O 1-methyl-4-((1S,5R)-1-(5-(1-methylpiperidin-4-yl)-1,3,4-oxadiazol-2-yl)-5-(trifluoromethyl)-3-azabicyclo[3.1.0]hexane-3-yl)-1,8-naphthyridin-2(1H)-one